(2S,4S)-4-fluoro-pyrrolidine-2-carbonitrile hydrochloride Cl.F[C@H]1C[C@H](NC1)C#N